CN(C(C(C(=O)N(CCCCCCCC)C)(OCC)CCCCCC)=O)CCCCCCCC N,N'-dimethyl-N,N'-dioctylhexylethoxymalonamide